C(C)(C)N1CCC(CC1)NC1=NC(=CC(=N1)NC=1C=C(C2=C(CCO2)C1)OCCCN1CCCC1)C N2-(1-isopropyl-4-piperidinyl)-6-methyl-N4-[7-(3-pyrrolidin-1-ylpropoxy)-2,3-dihydrobenzofuran-5-yl]pyrimidine-2,4-diamine